6-phenyl-1-hexene C1(=CC=CC=C1)CCCCC=C